[N+](=O)([O-])C=1C=C(C=CC1)N1CCN(CC1)CCN1C(C2=CC=CC=C2C1=O)=O 2-(2-(4-(3-nitrophenyl)piperazin-1-yl)ethyl)isoindoline-1,3-dione